NC=1N=NC(=CC1C=1C=NN(C1)C1CCN(CC1)C1CCN(CC1)C1CCC(CC1)C(=O)OCC)C1=C(C=CC=C1)O (1s,4s)-ethyl 4-(4-(4-(3-amino-6-(2-hydroxyphenyl)pyridazin-4-yl)-1H-pyrazol-1-yl)-[1,4'-bipiperidin]-1'-yl)cyclohexanecarboxylate